tert-butyl 4-(6-{8-acetyl-2-methylimidazo[1,2-a]pyridin-6-yl}-8-fluoro-1-oxoisoquinolin-2-yl)piperidine-1-carboxylate C(C)(=O)C=1C=2N(C=C(C1)C=1C=C3C=CN(C(C3=C(C1)F)=O)C1CCN(CC1)C(=O)OC(C)(C)C)C=C(N2)C